Cl.Cl.Cl.F[C@@H]1C(NC(C[C@@H]1OC1=CC=C(N=N1)C1=NC=C(C=C1O)C=1C=CC=2N(C1)C=C(N2)C)(C)C)(C)C 2-(6-{[(3R,4S)-3-fluoro-2,2,6,6-tetramethylpiperidin-4-yl]oxy}pyridazin-3-yl)-5-(2-methylimidazo[1,2-a]pyridin-6-yl)pyridin-3-ol trihydrochloride